C1(CC1)C#CC1=C(C(=O)O)C=CC=C1 2-(cyclopropylethynyl)benzoic acid